BrC1=CC=C2C(NC=3N(C2=C1)N=NC3S(=O)(=O)C3=C(C=C(C=C3)C)C)=O 8-bromo-3-(2,4-dimethylphenyl)sulfonyl-4H-triazolo[1,5-a]quinazolin-5-one